1-(2-(benzyloxy)ethyl)-4-methyl-1H-pyrazole-5-carboxylic acid ethyl ester C(C)OC(=O)C1=C(C=NN1CCOCC1=CC=CC=C1)C